(R)-3-amino-1-methylpiperidin-2-one hydrochloride Cl.N[C@H]1C(N(CCC1)C)=O